OC1=CC=C(C=C1)/C=C/C(=O)C1=C(C=C(C=C1)O)O[C@H]1O[C@@H]([C@@H]([C@H]([C@@H]1O)O)O)CO (E)-3-(4-Hydroxyphenyl)-1-[4-hydroxy-2-[(2R,3S,4R,5R,6R)-3,4,5-trihydroxy-6-(hydroxymethyl)oxan-2-yl]oxyphenyl]prop-2-en-1-one